trimethoxy(3-glycidylpropyl)silane CO[Si](CCCCC1CO1)(OC)OC